C(C)(C)OC1=CC=C(C=C1)C1=CC=C(C(=N1)OC1=C(C=C(C=C1C)C)C)C(=O)NS(=O)(=O)C=1C(NC=CC1)=O 6-(4-Isopropoxyphenyl)-N-[(2-oxo-1H-pyridin-3-yl)sulfonyl]-2-(2,4,6-trimethylphenoxy)pyridin-3-carboxamid